(Z)-4-(1-(2-(2-butoxyethoxy)ethoxy)prop-1-en-2-yl)-1,2-dimethoxybenzene C(CCC)OCCOCCO\C=C(\C)/C1=CC(=C(C=C1)OC)OC